(R)-(5-fluoroisochroman-1-yl)methylamine FC1=C2CCO[C@H](C2=CC=C1)CN